C(#C)C1=CC(=NC=2N=C(N=CC21)NC2=CC=C(C=C2)N2CCN(CC2)C)NC(=O)NCC2COCC2 1-(5-ethynyl-2-{[4-(4-methylpiperazin-1-yl)phenyl]amino}pyrido[2,3-d]pyrimidin-7-yl)-3-(oxolan-3-ylmethyl)urea